C(CC)NC(OC1=C(C=CC=C1)C)=O methylphenyl N-propylcarbamate